N-[rel-(1R,2R)-2-hydroxycyclopentyl]acetamide O[C@H]1[C@@H](CCC1)NC(C)=O |o1:1,2|